N-((1S)-(4,4-difluorocyclohexyl)(5-((S or R)-2-methoxy-1-(4,4,4-trifluoro-butanamido)ethyl)benzo[d]oxazol-2-yl)methyl)-1-ethyl-1H-pyrazole-5-carboxamide FC1(CCC(CC1)[C@H](NC(=O)C1=CC=NN1CC)C=1OC2=C(N1)C=C(C=C2)[C@@H](COC)NC(CCC(F)(F)F)=O)F |o1:27|